C(C)OC(=O)C1=CC=C(C=2OCOC21)C=O 7-formyl-benzo[d][1,3]dioxole-4-carboxylic acid ethyl ester